tetrabutylammonium Ethylcarbonate C(C)OC([O-])=O.C(CCC)[N+](CCCC)(CCCC)CCCC